C(C)OC(=O)C=1SC=C2C1CCC(C2)N(C)C(=O)OC(C)(C)C.C(CC(C)C)N2CC(C(C(C2)=CC2=C(C=CC=C2)OC)=O)=CC2=C(C=CC=C2)OC 1-isopentyl-3,5-bis(2-methoxybenzylidene)piperidin-4-one ethyl-5-[tert-butoxycarbonyl(methyl)amino]-4,5,6,7-tetrahydro-2-benzothiophene-1-carboxylate